ClC1=NNC=C1C1=CC=CC=C1 3-chloro-4-phenyl-1H-pyrazole